ethyl 3-(3,4-bis(benzyloxy) phenyl)-2-bromo-3-oxopropanoate C(C1=CC=CC=C1)OC=1C=C(C=CC1OCC1=CC=CC=C1)C(C(C(=O)OCC)Br)=O